1,1,1-tris[(3-ethyloxetan-3-yl)methoxymethyl]propane C(C)C1(COC1)COCC(CC)(COCC1(COC1)CC)COCC1(COC1)CC